BrC=1C=NC=C(C1)NC1=CC(=CC=C1)Cl 3-bromo-5-((3-chlorophenyl)amino)pyridine